NC1=NNC2=CC=C(C(=C12)C=1C=C2C=CN(C2=CC1)CC12CC(C1)(C2)NC(C=C)=O)C N-(3-((5-(3-amino-5-methyl-1H-indazol-4-yl)-1H-indol-1-yl)methyl)bicyclo[1.1.1]pentan-1-yl)acrylamide